2-(2,6-dioxopiperidin-3-yl)-7-fluoro-1-oxoisoindoline-4-carboxylic acid O=C1NC(CCC1N1C(C=2C(=CC=C(C2C1)C(=O)O)F)=O)=O